NC=1C=C2C(NC(C2=CC1)=O)C 5-amino-3-methyl-isoindolin-1-one